S(=O)(=O)(C1=CC=C(C)C=C1)N1C(N2CC(NC=3C=CC=C1C23)=O)=O 1-tosyl-1H-imidazo[1,5,4-de]quinoxaline-2,5(4H,6H)-dione